CN1N=C(C=C1)C=1C=C(C=CC1C#N)C1=CC=CC=C1 3-(1-methyl-1H-pyrazol-3-yl)-[1,1'-biphenyl]-4-carbonitrile